N12C=CCNC2CCCC1 1,5-diazabicyclo[4.4.0]decene